C1(CCCCC1)CC(=O)NC=1N=NN(C1)CCCCN1N=NC(=C1)C(=O)NCC1CCCCC1 1-{4-[4-(2-cyclohexylacetamido)-1H-1,2,3-triazol-1-yl]butyl}-N-(cyclohexylmethyl)-1H-1,2,3-triazole-4-carboxamide